2-[1-[2-(3,3-Dimethyl-1-piperidyl)-6-methyl-4-oxo-chromen-8-yl]ethylamino]benzoic acid CC1(CN(CCC1)C=1OC2=C(C=C(C=C2C(C1)=O)C)C(C)NC1=C(C(=O)O)C=CC=C1)C